(1H-imidazol-4-yl)-acetic acid N1C=NC(=C1)CC(=O)O